2,2,3,3,5,5,6,6-octadeuteriomorpholine hydrochloride Cl.[2H]C1(C(NC(C(O1)([2H])[2H])([2H])[2H])([2H])[2H])[2H]